3-[trans-4-[[3-(difluoromethoxy)-1-[(4-methoxyphenyl)methyl]pyrazolo[3,4-b]pyridin-5-yl]amino]cyclohexyl]-1-[5-(trifluoromethyl)-3-pyridyl]imidazolidine-2,4-dione FC(OC1=NN(C2=NC=C(C=C21)N[C@@H]2CC[C@H](CC2)N2C(N(CC2=O)C=2C=NC=C(C2)C(F)(F)F)=O)CC2=CC=C(C=C2)OC)F